C[C@@H](C1=CC=CC=C1)N (S)-(+)-α-methylbenzylamine